[Ir].CC=1C=C(C=CC1)C1=NC2=CC(=CC=C2C=C1)C.CC=1C=C(C=CC1)C1=NC2=CC(=CC=C2C=C1)C.CC=1C=C(C=CC1)C1=NC2=CC(=CC=C2C=C1)C tris(2-(3-methylphenyl)-7-methylquinoline) iridium